F[B-](F)(F)F.[Li+] lithium tetrafluoroborate salt